octyl dodecyl neopentanoate CCCCCCCCCCCCOC(=O)C(C)(C)CCCCCCCCC